4-methoxy-piperidine-3-carbonitrile COC1C(CNCC1)C#N